3-(dimethylamino)-propyl methacrylate C(C(=C)C)(=O)OCCCN(C)C